CN1N=CC(=C1)C1=CC=C2C(=NNC2=C1)C(=O)OC methyl 6-(1-methyl-1H-pyrazol-4-yl)-1H-indazole-3-carboxylate